CC(C)(COP(=O)(O)OP(=O)(O)OC[C@@H]1[C@H]([C@H]([C@@H](O1)N2C=NC3=C(N=CN=C32)N)O)OP(=O)(O)O)[C@H](C(=O)NCCC(=O)NCCSC(=O)C4=CC=C(S4)O)O The molecule is an acyl-CoA that is the S-(5-hydroxythiophene-2-carbonyl) derivative of coenzyme A. It derives from a coenzyme A. It is a conjugate acid of a 5-hydroxythiophene-2-carbonyl-CoA(5-).